2-((4-(((1R,5S,6s)-3-Azabicyclo[3.1.0]hexan-6-yl)amino)pyrimidin-5-yl)oxy)-N-ethyl-5-fluoro-N-isopropylbenzamide [C@@H]12CNC[C@H]2C1NC1=NC=NC=C1OC1=C(C(=O)N(C(C)C)CC)C=C(C=C1)F